(S)-6-chloro-2-fluoro-3-(pyrrolidin-2-ylmethoxy)pyridine hydrochloride Cl.ClC1=CC=C(C(=N1)F)OC[C@H]1NCCC1